sodium-magnesium lithium silicate [Si]([O-])([O-])([O-])[O-].[Li+].[Mg+2].[Na+]